C(C)(C)(C)NCC(=O)Cl N-tertiary butyl-glycyl chloride